BrC=1C=C(C(=O)NN)C=CC1Cl 3-bromo-4-chlorobenzoyl-hydrazine